C(C1=CC=CC=C1)N1C([C@](C2=CC=CC=C12)(CC)CC(=O)O)=O (R)-2-(1-benzyl-3-ethyl-2-oxoindol-3-yl)acetic acid